C(C1=CC=CC=C1)OC1=CC=C(C=C1)C(CC1CC1)(COC1OCCCC1)C1=NC(=NC2=CC=C(C=C12)C1=CN(C(C=C1OC)=O)C)N1CCCCC1 1-(4-(2-(4-(benzyloxy)phenyl)-1-cyclopropyl-3-((tetrahydro-2H-pyran-2-yl)oxy)propan-2-yl)-6-(4-methoxy-1-methyl-6-oxo-1,6-dihydropyridin-3-yl)quinazolin-2-yl)piperidine